(2-amino-3-(3-((2-(cyclopropylmethoxy)pyridin-4-yl)methyl)isoxazol-5-yl)pyridin-1-ium-1-yl)methyl hydrogen phosphate P(=O)(OC[N+]1=C(C(=CC=C1)C1=CC(=NO1)CC1=CC(=NC=C1)OCC1CC1)N)(O)[O-]